OC=1C(=NC=CC1)NC(=O)C=1C=2C[C@H]3[C@@H](C2N(N1)C1=C(C=C(C=C1)F)F)C3 (1aS,5aS)-2-(2,4-Difluoro-phenyl)-1a,2,5,5a-tetrahydro-1H-2,3-diaza-cyclopropa[a]pentalene-4-carboxylic acid (3-hydroxy-pyridin-2-yl)-amide